COC=1C(=NC=C(C1)C1(CC1)NC(=O)C1=CC(=NN1C)C(F)(F)F)C1=CC(=NC=C1)C(F)(F)F N-(1-(3-methoxy-2'-(trifluoromethyl)-[2,4'-bipyridin]-5-yl)cyclopropyl)-1-methyl-3-(trifluoromethyl)-1H-pyrazole-5-carboxamide